3-(methyl-d3)-2-oxabicyclo[2.1.1]hexane-4-d-1-carboxamide C(C1OC2(CC1(C2)[2H])C(=O)N)([2H])([2H])[2H]